acetaldehyde dimethyl hydrazone CN(N=CC)C